CS(=O)(=O)N1CCN(CC1)C=1C=C(C=CC1)O 3-(4-(methylsulfonyl)piperazin-1-yl)phenol